BrC=1C=C(C=CC1F)N1N=CC(=C1)CO (1-(3-bromo-4-fluorophenyl)-1H-pyrazol-4-yl)methanol